NC1=NN2C(N=CC=C2)=C1C(=O)N[C@@H](C)C=1N(C(C2=C(C=CC=C2C1)C1CC2(C1)CCN(CC2)C)=O)C2=CC=CC=C2 (S)-2-amino-N-(1-(8-(7-methyl-7-azaspiro[3.5]nonan-2-yl)-1-oxo-2-phenyl-1,2-dihydroisoquinolin-3-yl)ethyl)pyrazolo[1,5-a]pyrimidine-3-carboxamide